ClC1=C(C(=CC=C1Cl)OCOCC[Si](C)(C)C)C1CC(N(C1)CCCNOC)=O 4-(2,3-dichloro-6-((2-(trimethylsilyl)ethoxy)methoxy)phenyl)-1-(3-(methoxyamino)propyl)pyrrolidin-2-one